1-((2-(2-ethyl-1H-benzoimidazol-1-yl)-9-methyl-6-morpholinyl-9H-purin-8-yl)methyl)-4-(1,4-dioxaspiro[4.5]decan-8-yl)piperazin-2-one C(C)C1=NC2=C(N1C1=NC(=C3N=C(N(C3=N1)C)CN1C(CN(CC1)C1CCC3(OCCO3)CC1)=O)N1CCOCC1)C=CC=C2